[Na].C1CCC2=C(C=3CCCC3C=C12)NC(=O)NS(=O)(=O)C=1N=CN(C1)C(C)C N-((1,2,3,5,6,7-Hexahydro-s-indacen-4-yl)carbamoyl)-1-isopropyl-1H-imidazole-4-sulfonamide, sodium salt